6-(2-((1H-indazol-5-yl)amino)-5,6-dimethyl-pyrimidin-4-yl)-N-(pyridazin-4-yl)-1H-indole-2-carboxamide N1N=CC2=CC(=CC=C12)NC1=NC(=C(C(=N1)C1=CC=C2C=C(NC2=C1)C(=O)NC1=CN=NC=C1)C)C